BrC(C(=O)NC1=NC=C(N=C1)OC1=CC(=C(C=C1)F)F)C 2-bromo-N-(5-(3,4-difluorophenoxy)pyrazin-2-yl)propanamide